2-(2-hydroxy-3,5-di-t-butylphenyl)-5-chloro-benzotriazole OC1=C(C=C(C=C1C(C)(C)C)C(C)(C)C)N1N=C2C(=N1)C=CC(=C2)Cl